8-bromo-6-iodo-3-methylquinoxalin-2(1H)-one BrC=1C=C(C=C2N=C(C(NC12)=O)C)I